4-chloro-1,10-phenanthroline ClC1=CC=NC2=C3N=CC=CC3=CC=C12